C(=CC1=CC=CC=C1)C1=C(C=C(C=C1)C1C(C2=CC=CC=C2C=C1)O)S(=O)(=O)O 2-(4-styryl-3-sulfophenyl)-2H-naphthol